4-bromo-1-(pyridazin-3-ylmethyl)pyridin-2(1H)-one BrC1=CC(N(C=C1)CC=1N=NC=CC1)=O